N1=C(C=NC=C1)C1CCC2OC3(C(N21)=O)CCC3 5'-(pyrazin-2-yl)tetrahydro-3'H-spiro[cyclobutane-1,2'-pyrrolo[2,1-b][1,3]oxazol]-3'-one